zinc bis(p-toluenesulfinate) CC1=CC=C(C=C1)S(=O)[O-].CC1=CC=C(C=C1)S(=O)[O-].[Zn+2]